C(C)C1=C(C(=C(C(=C1C)C)O)C)C 4-Ethyl-2,3,5,6-tetramethyl-phenol